tert-butyl (6-(pyridin-4-ylmethoxy)spiro[3.3]heptan-2-yl)carbamate N1=CC=C(C=C1)COC1CC2(CC(C2)NC(OC(C)(C)C)=O)C1